C(C)C=1C(=CC=C2C=C(C=C(C12)C1=C(C=2N=C(N=CC2C=N1)OC[C@]12CCCN2C[C@@H](C1)F)F)OCOC)F 7-(8-ethyl-7-fluoro-3-(methoxymethoxy)naphthalen-1-yl)-8-fluoro-2-(((2R,7aS)-2-fluorohexahydro-1H-pyrrolizin-7a-yl)methoxy)pyrido[4,3-d]pyrimidin